4-(4,4-difluoropiperidine-1-carbonyl)-3-(4,4,5,5-tetramethyl-1,3,2-dioxaborolan-2-yl)benzonitrile FC1(CCN(CC1)C(=O)C1=C(C=C(C#N)C=C1)B1OC(C(O1)(C)C)(C)C)F